C(C)NC1CCC(CC1)NC1=NC=C(C(=N1)C1=CN=C2N1C=C(C=C2)C2=CC=CC=C2)C (1r,4r)-N1-Ethyl-N4-(5-methyl-4-(6-phenylimidazo[1,2-a]pyridin-3-yl)pyrimidin-2-yl)cyclohexan-1,4-diamin